methyl 6-(2-chloro-5-fluoro-4-methylphenyl)-1H-indazole-4-carboxylate ClC1=C(C=C(C(=C1)C)F)C=1C=C(C=2C=NNC2C1)C(=O)OC